NCC1=CC(=C(C=C1)P(C)(C)=O)C(F)(F)F (4-(aminomethyl)-2-(trifluoromethyl)phenyl)dimethylphosphine oxide